FC=1C(=NC(=NC1)N1CCN(CC1)C(=O)N1N=CC[C@H]1C1=CC=CC=C1)C1=NN(C=C1)CC(=O)N (S)-2-(3-(5-fluoro-2-(4-(5-phenyl-4,5-dihydro-1H-pyrazole-1-carbonyl)piperazin-1-yl)pyrimidin-4-yl)-1H-pyrazol-1-yl)acetamide